OC1=CC(=NC=C1)C(=O)[O-] 4-hydroxypyridine-2-carboxylate